(2S,3S,4R,5R)-N-ethyl-3,4-dihydroxyl-5-(6-(methylamino)-2-(thiophen-3-yl)-9H-purin-9-yl)tetrahydrofuran-2-carboxamide C(C)NC(=O)[C@H]1O[C@H]([C@@H]([C@@H]1O)O)N1C2=NC(=NC(=C2N=C1)NC)C1=CSC=C1